C1(CC1)[C@H](CC(=O)O)C1=CN=CS1 (3S)-3-cyclopropyl-3-(1,3-thiazol-5-yl)propanoic acid